OC1=CC(=C(C=C1)NC1=NNC(=C1)C1=CC=C(C(=O)OC)C=C1)C methyl 4-(3-((4-hydroxy-2-methylphenyl)amino)-1H-pyrazol-5-yl)benzoate